(1-((4-(Fluoromethylidene)piperidin-1-yl)methyl)cyclopropyl)methanol FC=C1CCN(CC1)CC1(CC1)CO